C(C)N1C(=C(C=2N=C(NC(C21)=O)C2=C(C=CC(=C2)S(=O)(=O)N2CCC(CC2)CCO)OCCC)CCC)CO 5-Ethyl-2-(5-((4-(2-hydroxyethyl)piperidin-1-yl)sulfonyl)-2-propoxyphenyl)-6-(hydroxymethyl)-7-propyl-3,5-dihydro-4H-pyrrolo[3,2-d]pyrimidin-4-one